N=1CCCN2C=NC=3C=CC(=CC3C21)OC=2C(=C(C(=CC2)[N+](=O)[O-])NS(=O)(=O)CCC)F N-(3-((3,4-dihydro-2H-pyrimido[1,2-c]quinazolin-10-yl)oxy)-2-fluoro-6-nitrophenyl)propane-1-sulfonamide